ClC1=C(C=CC(=C1)OC1=CC=C(C=C1)Cl)C(CN1N=CN=C1)(CC)O 2-[2-chloro-4-(4-chlorophenoxy)phenyl]-1-(1,2,4-triazol-1-yl)butan-2-ol